FC=1C=C2C(=C(NC2=C(C1)F)C1=CC(=CC=C1)F)C=O 5,7-DIFLUORO-2-(3-FLUOROPHENYL)-1H-INDOLE-3-CARBOXALDEHYDE